dimethyl-zirconocene C[C-]1C=CC=C1.[C-]1(C=CC=C1)C.[Zr+2]